4-(9H-carbazol-9-yl)-2-(6-(4,4,5,5-tetramethyl-1,3,2-dioxaborolan-2-yl)naphthalen-2-yl)benzonitrile C1=CC=CC=2C3=CC=CC=C3N(C12)C1=CC(=C(C#N)C=C1)C1=CC2=CC=C(C=C2C=C1)B1OC(C(O1)(C)C)(C)C